(1R,5S)-tert-butyl-3,8-diazabicyclo[3.2.1]octane-8-carboxylate C(C)(C)(C)OC(=O)N1[C@H]2CNC[C@@H]1CC2